2-(6-{5-Chloro-2-[(oxan-4-yl)amino]pyrimidin-4-yl}-1-oxo-2,3-dihydro-1H-isoindol-2-yl)-N-[(1R)-1-(2-methoxyphenyl)ethyl]acetamid ClC=1C(=NC(=NC1)NC1CCOCC1)C1=CC=C2CN(C(C2=C1)=O)CC(=O)N[C@H](C)C1=C(C=CC=C1)OC